OCC1(C(C(C1([2H])[2H])([2H])[2H])([2H])[2H])NC(OC(C)(C)C)=O tert-butyl (1-(hydroxymethyl)cyclobutyl-2,2,3,3,4,4-d6)carbamate